O1CCC(CC1)C(=O)OC1CN(C1)C=1N=C(C2=C(N1)CC[S+]2[O-])NC2CCN(CC2)C(C)=O [1-[4-[(1-acetyl-4-piperidyl)amino]-5-oxido-6,7-dihydrothieno[3,2-d]pyrimidin-5-ium-2-yl]azetidin-3-yl] tetra-hydropyran-4-carboxylate